ethyl 2-[3,5-bis(trifluoromethyl)phenyl]-3-oxo-1H-pyrazole-4-carboxylate FC(C=1C=C(C=C(C1)C(F)(F)F)N1NC=C(C1=O)C(=O)OCC)(F)F